8,8''-Dichloro-7,7''-dimesityl-1,2':7',1''-ternaphthalene ClC=1C(=CC=C2C=CC=C(C12)C1=CC2=CC(=CC=C2C=C1)C1=CC=CC2=CC=C(C(=C12)Cl)C1=C(C=C(C=C1C)C)C)C1=C(C=C(C=C1C)C)C